N-[(2-chloro-5-aminophenyl)methyl]-cyclopropanecarboxamide ClC1=C(C=C(C=C1)N)CNC(=O)C1CC1